N1,N2-bis((1H-pyrrol-2-yl)methyl)-N1,N2-dimethylethane-1,2-diamine N1C(=CC=C1)CN(CCN(C)CC=1NC=CC1)C